Benzyl 1-(4-((3,4-dichloro-2-fluorophenyl)amino)pyrido[3,2-d]pyrimidin-6-yl)-3-azabicyclo[4.1.0]heptane-3-carboxylate ClC=1C(=C(C=CC1Cl)NC=1C2=C(N=CN1)C=CC(=N2)C21CN(CCC1C2)C(=O)OCC2=CC=CC=C2)F